(S)-7-([1,4'-bipiperidin]-4-ylmethyl)-2-(pent-2-yloxy)imidazo[2,1-f][1,2,4]triazin-4-amine N1(CCC(CC1)CC1=CN=C2C(=NC(=NN21)O[C@@H](C)CCC)N)C2CCNCC2